COC=1C=C(C(=O)N2CCC3(C[C@@H]3C#CC3=C4CN(C(C4=CC=C3)=O)[C@@H]3C(NC(CC3)=O)=O)CC2)C=CC1[N+](=O)[O-] (3S)-3-(4-{2-[(1S)-6-(3-methoxy-4-nitrobenzoyl)-6-azaspiro[2.5]octan-1-yl]ethynyl}-1-oxo-3H-isoindol-2-yl)piperidine-2,6-dione